Methyl (S)-2-(1-(4-(4-(N-((2,4-diaminopteridin-6-yl)methyl)formamido)benzamido)-5-methoxy-5-oxopentyl)-1H-1,2,3-triazol-4-yl)-5-nitrobenzoate NC1=NC2=NC=C(N=C2C(=N1)N)CN(C=O)C1=CC=C(C(=O)N[C@@H](CCCN2N=NC(=C2)C2=C(C(=O)OC)C=C(C=C2)[N+](=O)[O-])C(=O)OC)C=C1